[2-[tert-butyl (dimethyl) silyl] oxo-1-[[tert-butyl (dimethyl) silyl] oxymethyl] ethyl] O5-(chloromethyl) 3-methylpentanedioate CC(CC(=O)OC(C([Si](C)(C)C(C)(C)C)=O)CO[Si](C)(C)C(C)(C)C)CC(=O)OCCl